COC1=CC=C(/C=C/B2OC(C(O2)(C)C)(C)C)C=C1 (E)-2-(4-methoxystyryl)-4,4,5,5-tetramethyl-1,3,2-dioxaborolane